di-ketosuccinate O=C(C(C(=O)[O-])=O)C(=O)[O-]